CC=1C=CC2=C(C(OC(N2)=O)=O)C1 c-6-methyl-2,4-dihydro-1H-3,1-benzoxazine-2,4-dione